5-(4-methylphenyl)-1-(4-chlorophenyl)-3-trifluoromethyl-1H-pyrazole-4-carbonitrile CC1=CC=C(C=C1)C1=C(C(=NN1C1=CC=C(C=C1)Cl)C(F)(F)F)C#N